ClC=1C=C2C=CN(C2=C(C1)C1=C2C(=NC=C1)C=C(S2)CN2C(C1C(C1C2=O)(C)C)=O)CC2(CNC2)F 3-((7-(5-Chloro-1-((3-fluoroazetidin-3-yl)methyl)-1H-indol-7-yl)thieno[3,2-b]pyridin-2-yl)methyl)-6,6-dimethyl-3-azabicyclo[3.1.0]hexane-2,4-dione